3-(2-cyanopropan-2-yl)-N-(4-methyl-3-(4-(5-(3-morpholinopropoxy)pyridin-3-yl)-1H-pyrazol-1-yl)phenyl)benzamide C(#N)C(C)(C)C=1C=C(C(=O)NC2=CC(=C(C=C2)C)N2N=CC(=C2)C=2C=NC=C(C2)OCCCN2CCOCC2)C=CC1